C(C1=CC=CC=C1)C=1C(=NN(C1)CC1=CC=C(C=C1)OC)N 4-benzyl-1-(4-methoxybenzyl)-1H-pyrazol-3-amine